tert-butyl 1-(pyrrolidine-1-carbonyl)-6-azabicyclo[3.1.1]heptane-6-carboxylate N1(CCCC1)C(=O)C12CCCC(N1C(=O)OC(C)(C)C)C2